tert-Butyl (2-(4-oxocyclohexyl)propan-2-yl)carbamate O=C1CCC(CC1)C(C)(C)NC(OC(C)(C)C)=O